N-(3,3-diphenylallyl)-N-(2-(pyrrolidin-1-yl)ethyl)pyrazolo[1,5-a]pyridine-2-carboxamide C1(=CC=CC=C1)C(=CCN(C(=O)C1=NN2C(C=CC=C2)=C1)CCN1CCCC1)C1=CC=CC=C1